C(C)(C)(C)OC(=O)N[C@H]1[C@H](C[C@@H](CC1)NC(OCC1=CC=CC=C1)=O)F benzyl N-[(1R,3S,4R)-4-{[(tert-butoxy)carbonyl]amino}-3-fluorocyclohexyl]carbamate